C=1(C(=CC=CC1)S(=O)(=O)[O-])S(=O)(=O)OCCCCCCCCCCCC.[NH4+] ammonium dodecyl benzenedisulfonate